1-allyloxy-prop-2-yl 5-chloro-quinolin-8-oxy-acetate ClC1=C2C=CC=NC2=C(C=C1)OCC(=O)OC(COCC=C)C